5,5'-bis(3-mercaptopropyl)-2,2'-bis(3-mercaptopropoxy)biphenyl sulphur [S].SCCCC=1C=CC(=C(C1)C1=C(C=CC(=C1)CCCS)OCCCS)OCCCS